[Cl-].[Cl-].ClC(C1=CC=C(C=C1)C(=[Zr+2](C1=C(C=CC=2C3=CC=C(C=C3CC12)C(C)(C)C)C(C)(C)C)C1C=CC=C1)C1=CC=C(C=C1)C(Cl)(Cl)Cl)(Cl)Cl di-(p-trichloromethyl-phenyl)methylene(cyclopentadienyl)(2,7-di-tert-butylfluorenyl)zirconium dichloride